2-undecyl-7,7,9,9-tetramethyl-1-oxa-3,8-diaza-4-oxo-spiro[4.5]decane C(CCCCCCCCCC)C1OC2(C(N1)=O)CC(NC(C2)(C)C)(C)C